C[Si](CCOCN1C=NC2=C1C=CC(=C2)CN2C(CCC2)=O)(C)C 1-[[1-(2-trimethylsilylethoxymethyl)benzimidazol-5-yl]methyl]pyrrolidin-2-one